6-[3-(5-Chloro-2-methoxypyridine-3-sulfonamido)-2,6-difluorophenyl]-7-fluoro-N-propyl-1H-indazole-3-carboxamide ClC=1C=C(C(=NC1)OC)S(=O)(=O)NC=1C(=C(C(=CC1)F)C1=CC=C2C(=NNC2=C1F)C(=O)NCCC)F